2-(4-bromophenyl)propan BrC1=CC=C(C=C1)C(C)C